ethyl 2-(cyclopropylformylhydrazino)-2-oxoacetate C1(CC1)C(=O)NNC(C(=O)OCC)=O